CC1=C(C2=C(N=C(N=C2)SC)N(C1=O)CC=1OC=CN1)C#C[Si](C(C)C)(C(C)C)C(C)C 6-methyl-2-(methylsulfanyl)-8-(1,3-oxazol-2-ylmethyl)-5-[2-(triisopropylsilyl)ethynyl]pyrido[2,3-d]pyrimidin-7-one